1-(4-cyanobenzyl)-3-(4-methyl-1,3-dithiolan-2-yl)-4-oxo-4H-pyrido[1,2-a]pyrimidinium C(#N)C1=CC=C(C[N+]2=C3N(C(C(=C2)C2SCC(S2)C)=O)C=CC=C3)C=C1